BrC1=CC=C(C=C1)SC(CCCNS(=O)(=O)C1=CC=C(C=C1)C)CCCC N-(4-((4-bromophenyl)thio)octyl)-4-methylbenzenesulfonamide